1-[(2'S,4S,6'S,7S)-2-chloro-2'-ethynyl-4-hydroxy-6'-methyl-spiro[4,5-dihydrothieno[2,3-c]pyran-7,4'-piperidine]-1'-yl]-2,2,2-trifluoro-ethanone ClC1=CC2=C(S1)[C@]1(C[C@H](N([C@H](C1)C)C(C(F)(F)F)=O)C#C)OC[C@H]2O